1-(3-bromo-5-chloro-phenyl)cyclopropanecarboxylic acid methyl ester COC(=O)C1(CC1)C1=CC(=CC(=C1)Cl)Br